(E)-4-(1H-indol-3-yl)-N,N-dimethyl-3-nitrobut-3-ene-1-amine N1C=C(C2=CC=CC=C12)/C=C(\CCN(C)C)/[N+](=O)[O-]